BrC1=CC=C(S1)CN1N=NNC1 1-((5-bromothiophen-2-yl)methyl)-1,4-dihydro-5H-tetrazol